3-((4-(6-(tert-butylsulfonyl)-7-methoxyimidazo[1,2-a]pyridin-3-yl)-6-chloropyridin-2-yl)amino)propan-1-ol C(C)(C)(C)S(=O)(=O)C=1C(=CC=2N(C1)C(=CN2)C2=CC(=NC(=C2)Cl)NCCCO)OC